N1=C(C=CC2=CC=CC=C12)S(=O)(=O)[O-].[K+] potassium quinolinesulfonate